O1CCN(CC1)C1COC12CCN(CC2)C(=O)OC(C)(C)C tert-butyl 3-morpholino-1-oxa-7-azaspiro[3.5]nonane-7-carboxylate